N1N=CC2=CC=C(C=C12)/C=C/C(=O)NC1CCC2=CC=CC(=C12)C (E)-3-(1H-indazol-6-yl)-N-(7-methyl-2,3-dihydro-1H-inden-1-yl)acrylamide